BrC(=CC(CCCC(NCCCOCCOCCOCCCNC(C1=CC=C(C=C1)S(N)(=O)=O)=O)=O)Cl)[N+](CCCC#C)(C)[O-] 23-Bromo-21-chloro-N-methyl-1,17-dioxo-N-(pent-4-yn-1-yl)-1-(4-sulfamoylphenyl)-6,9,12-trioxa-2,16-diazatricos-22-en-23-amine oxide